5-Methyl-nonane diisocyanate [N-]=C=O.[N-]=C=O.CC(CCCC)CCCC